phenylpyrazolyl ketone C1(=CC=CC=C1)C(=O)C1=NNC=C1